(S)-N-[6-(2-chloro-5-fluorophenyl)-3-cyano-8-oxo-1,6,7,8-tetrahydropyrrolo[4,3-g]indazol-5-yl]benzo[d][1,2]thiazole-3-carboxamide ClC1=C(C=C(C=C1)F)[C@H]1NC(C=2C1=C(C=C1C(=NNC21)C#N)NC(=O)C2=NSC1=C2C=CC=C1)=O